CN(S(=O)(=O)C)CCN1N=CC(=C1)C=1N=C(C=2N(C1)N=CC2)C=2C=NN(C2)C(CC)CC N-methyl-N-(2-(4-(4-(1-(pentan-3-yl)-1H-pyrazol-4-yl)pyrazolo[1,5-a]pyrazin-6-yl)-1H-pyrazol-1-yl)ethyl)methanesulfonamide